ClC=1C=C(C(=O)N(C)C(C)C2=NC=CN=C2C(=O)NN(C)C(CCl)=O)C=C(C1)C(F)(F)F 3-Chloro-N-(1-(3-(2-(2-chloroacetyl)-2-methylhydrazine-1-carbonyl)pyrazin-2-yl)ethyl)-N-methyl-5-(trifluoromethyl)benzamide